COC(=O)C1CC=2C(=C(NC(C2F)=O)C)C1 4-fluoro-1-methyl-3-oxo-3,5,6,7-tetrahydro-2H-cyclopenta[c]pyridine-6-carboxylic acid methyl ester